FC=1C=C(C=C(C1)C=1C=NN(C1)C1=CC(=NC=C1)C)CN (3-Fluoro-5-(1-(2-methylpyridin-4-yl)-1H-pyrazol-4-yl)phenyl)methylamine